C1OCOCC2=C1C=CC=C2 dihydrobenzo[e][1,3]dioxepin